OC1=CC=C(C=C1)CCC(C(=O)OC)(C)C methyl 4-(4-hydroxyphenyl)-2,2-dimethyl-butanoate